S1C=NC2=C1C=C(C=C2)CN2CCC(CC2)(O)C=2C=C1CN(C(C1=CC2F)=O)C2C(NC(CC2)=O)=O 3-(5-(1-(benzo[d]thiazol-6-ylmethyl)-4-hydroxypiperidin-4-yl)-6-fluoro-1-oxoisoindolin-2-yl)piperidine-2,6-dione